(1S,2S,Z)-9-(benzyloxy)-N-(2,4-difluorobenzyl)-2-methyl-8,10-dioxo-3,6,8,10-tetrahydro-2H-1,7-methanopyrido[1,2-b][1,2,5]triazecine-11-carboxamide C(C1=CC=CC=C1)OC=1C(C(=CN2N3[C@H](C\C=C/CN(C(C21)=O)C3)C)C(=O)NCC3=C(C=C(C=C3)F)F)=O